C(CCCCCCCCCCCCCCCCC)OC(CCSCCC(=O)OCCCCCCCCCCCCCCCCCC)=O distearyl-thiodipropionate